COC(=O)C=1C=CC2=C(N(C([C@H](CS2)NC(=O)OC(C)(C)C)=O)CC2=CC=C(C=C2)C2=CC=C(C=C2)OC)C1 (3R)-3-(tert-Butoxycarbonylamino)-5-[[4-(4-methoxyphenyl)phenyl]methyl]-4-oxo-2,3-dihydro-1,5-benzothiazepine-7-Carboxylic acid methyl ester